C(C)(C)(C)OC(=O)N1[C@H](C[C@@H](C1)CC1=CC(=CC(=C1)OC)OC)C(N[C@H](C(=O)NCC=1C(=NC(=CC1)N)C)C)=O (2R,4S)-2-(((S)-1-(((6-amino-2-methylpyridin-3-yl)methyl)amino)-1-oxopropan-2-yl)carbamoyl)-4-(3,5-dimethoxybenzyl)pyrrolidine-1-carboxylic acid tert-butyl ester